OC(C)(C)C1=CN=NN1[C@H]1C[C@H](N(C1)C(=O)OC(C)(C)C)C(=O)OC 1-(tert-butyl) 2-methyl (2S,4S)-4-(5-(2-hydroxypropan-2-yl)-1H-1,2,3-triazol-1-yl)pyrrolidine-1,2-dicarboxylate